FC1=C(O[C@@H]2C[C@@]3([C@@H](CN(C3)C[C@@H](C3=NC=C(C=C3)O)O)C2)O)C=CC=C1 (3aS,5S,6aR)-5-(2-fluorophenoxy)-2-((S)-2-hydroxy-2-(5-hydroxypyridin-2-yl)ethyl)hexahydrocyclopenta[c]pyrrol-3a(1H)-ol